C1(CC1)CO (cyclopropyl)methanol